NC=1SC2=C(N1)C(=CC(=C2)C(=O)OC)C(C)C methyl 2-amino-4-(propan-2-yl)-1,3-benzothiazole-6-carboxylate